O[C@@H](CC(=O)[O-])C |o1:1| R or S-3-hydroxybutyrate